7-(6-chloropyrimidin-4-yl)-3-fluoro-2-methylimidazo[1,2-a]pyridine ClC1=CC(=NC=N1)C1=CC=2N(C=C1)C(=C(N2)C)F